N-(3-(5-fluoro-2-methylphenyl)-1-methyl-2-oxo-1,2-dihydro-1,6-naphthyridin-7-yl)cyclopropanecarboxamide FC=1C=CC(=C(C1)C=1C(N(C2=CC(=NC=C2C1)NC(=O)C1CC1)C)=O)C